FC1=C(C=C2CCCC(C2=C1)=O)OC 7-fluoro-6-methoxy-1,2,3,4-tetrahydronaphthalen-1-one